ClC1=C(C(=O)NC(C(=O)O)CCN(CCCCC2=NC=3NCCCC3C=C2)CC(CF)OC)C=C(C=C1)OC(F)(F)F 2-[[2-chloro-5-(trifluoromethoxy)benzoyl]amino]-4-[[3-fluoro-2-methoxy-propyl]-[4-(5,6,7,8-tetrahydro-1,8-naphthyridin-2-yl)butyl]amino]butanoic acid